1-(4-{5-amino-6-[1-(2,6-dichloro-3-fluoro-phenyl)-ethoxy]-pyrazin-2-yl}-phenyl)-3-(1-methyl-piperidin-4-yl)-urea NC=1N=CC(=NC1OC(C)C1=C(C(=CC=C1Cl)F)Cl)C1=CC=C(C=C1)NC(=O)NC1CCN(CC1)C